(R)-2-(2,6-difluorophenyl)-5-(4-(4-fluoropyrazolo[1,5-a]pyridin-2-yl)-1,4,6,7-tetrahydro-5H-imidazo[4,5-c]pyridin-5-yl)-1,3,4-oxadiazole FC1=C(C(=CC=C1)F)C=1OC(=NN1)N1[C@H](C2=C(CC1)NC=N2)C2=NN1C(C(=CC=C1)F)=C2